N-(3-((4-chloro-2-fluorobenzyl)oxy)-4-fluorophenyl)piperidin-4-amine ClC1=CC(=C(COC=2C=C(C=CC2F)NC2CCNCC2)C=C1)F